4-(2-(4-(2-(4-aminopiperidin-1-yl)-4-(4-cyanophenyl)-1-methyl-6-oxo-1,6-dihydropyrimidin-5-yl)phenoxy)acetamido)-N-hydroxy-2-methylbenzamide hydrochloride Cl.NC1CCN(CC1)C=1N(C(C(=C(N1)C1=CC=C(C=C1)C#N)C1=CC=C(OCC(=O)NC2=CC(=C(C(=O)NO)C=C2)C)C=C1)=O)C